C(C)OC(C1=C(C=C(C=C1)OCC(F)(F)F)NC1=C(C=C(C=C1)F)C)=O.FC(C=1C=C(C=CC1)CCC=O)(F)F 3-(3-trifluoromethylphenyl)propanal ethyl-2-((4-fluoro-2-methylphenyl)-amino)-4-(2,2,2-tri-fluoroethoxy)-benzoate